3-(chloromethyl)-2-cyclopropyl-4-methylpyridine ClCC=1C(=NC=CC1C)C1CC1